3-(N,N-dimethylamino)-2,2-dimethyl-1-propyl chloride CN(C)CC(CCl)(C)C